[Ce].[Fe] iron cerium salt